imidazolate zinc [Zn+2].[N-]1C=NC=C1.[N-]1C=NC=C1